(1S,3S)-3-((6-(5-(((5-isopropyl-1,2,4-oxadiazol-3-yl)oxy)methyl)-1-methyl-1H-1,2,3-triazol-4-yl)-2-methylpyridin-3-yl)oxy)cyclohexane-1-carboxylic acid C(C)(C)C1=NC(=NO1)OCC1=C(N=NN1C)C1=CC=C(C(=N1)C)O[C@@H]1C[C@H](CCC1)C(=O)O